6-((1R,2R)-2-(4-(difluoromethyl)pyrimidin-2-yl)cyclobutyl)-4-oxo-1-((S)-1-(6-(trifluoromethyl)-pyridin-3-yl)ethyl)-4,5-dihydro-1H-pyrazolo[3,4-d]pyrimidine-3-carbonitrile FC(C1=NC(=NC=C1)[C@H]1[C@@H](CC1)C=1NC(C2=C(N1)N(N=C2C#N)[C@@H](C)C=2C=NC(=CC2)C(F)(F)F)=O)F